2-(2-Methoxy-5-(methyl-(2-methylquinazolin-4-yl)amino)phenyl)pentanamide COC1=C(C=C(C=C1)N(C1=NC(=NC2=CC=CC=C12)C)C)C(C(=O)N)CCC